FC=1C=CC2=C(C(=NO2)C2CCNCC2)C1 5-Fluoro-3-(piperidin-4-yl)benzo[d]isoxazole